3-(3-(2-methoxyphenyl)-4-thiazolinonyl)-5-fluoro-N-(4-phenylbutyl)benzamide COC1=C(C=CC=C1)N1C(SC=C1C=1C=C(C(=O)NCCCCC2=CC=CC=C2)C=C(C1)F)=O